(S)-2-((4-(6-((2-Methylpyrazolo[1,5-a]pyridin-4-yl)methoxy)pyridin-2-yl)piperidine-1-yl)methyl)-1-((oxetan-2-yl)methyl)-1H-benzo[d]imidazole-6-carboxylic acid CC1=NN2C(C(=CC=C2)COC2=CC=CC(=N2)C2CCN(CC2)CC2=NC3=C(N2C[C@H]2OCC2)C=C(C=C3)C(=O)O)=C1